3-bromo-1-(3-chloro-2-pyridyl)-1H-pyrazole-5-carboxylic acid BrC1=NN(C(=C1)C(=O)O)C1=NC=CC=C1Cl